C1(=CC=CC=C1)C(C#C[Si](C(C)C)(C(C)C)C(C)C)(C#C)O 3-phenyl-1-(triisopropylsilyl)pentane-1,4-diyn-3-ol